N-(4-((4-(tert-butyl)phenyl)amino)benzyl)-N-methoxypivalamide C(C)(C)(C)C1=CC=C(C=C1)NC1=CC=C(CN(C(C(C)(C)C)=O)OC)C=C1